FC1=CC2=C(N(C(N=C2N2[C@H](CN(CC2)C(=O)OC(C)(C)C)C)=C=O)C=2C(=NC=CC2C)C(C)C)N=C1C1=C(C=CC=C1SC)F tert-butyl (3S)-4-(6-fluoro-7-(2-fluoro-6-(methylthio) phenyl)-1-(2-isopropyl-4-methylpyridin-3-yl)-2-carbonyl-1,2-dihydropyrido[2,3-d]pyrimidin-4-yl)-3-methylpiperazine-1-carboxylate